C(C)(=O)O[C@@H]([C@H]1[C@@H]([C@H](C=C(C(=O)OC)O1)N1N=C2C=C(C(=CC2=C1C#N)Br)Cl)N)[C@H](OC(C)=O)COC(C)=O methyl 7,8,9-tri-O-acetyl-5-amino-2,6-anhydro-4-(5-bromo-6-chloro-3-cyano-2H-indazol-2-yl)-3,4,5-trideoxy-D-glycero-D-galacto-non-2-enonate